(1s,3s)-3-Cyanocyclobutyl (8-amino-7-fluoro-6-(4-methyl-5,6,7,8-tetrahydro-1,5-naphthyridin-3-yl)isoquinolin-3-yl)carbamate NC=1C(=C(C=C2C=C(N=CC12)NC(OC1CC(C1)C#N)=O)C=1C=NC=2CCCNC2C1C)F